C(C1=CC=CC=C1)N1C(=NC2=NC=C(C(=C21)C)C=2C(=NOC2C)C)C 4-(1-benzyl-2,7-dimethyl-1H-imidazo[4,5-b]pyridin-6-yl)-3,5-dimethylisoxazole